(3-bromo-5-(tert-butyl)phenyl)hydrazine hydrochloride Cl.BrC=1C=C(C=C(C1)C(C)(C)C)NN